FC(O[C@H]1C[C@H](C1)OCC(=O)NNC(=O)[C@@H]1CC[C@H](CC1)C(=O)OC)(F)F trans-methyl 4-(2-(2-(cis-3-(trifluoromethoxy)cyclobutoxy)acetyl)hydrazinecarbonyl)cyclohexanecarboxylate